ClC1=C(C=CC=C1)C=1C(=CC=CC1)C1=CC(=CC=C1)C1=NC(=NC(=N1)C1=CC=CC=C1)C1=CC=CC=C1 2-(2''-chloro-[1,1':2',1''-terphenyl]-3-yl)-4,6-diphenyl-1,3,5-triazine